P(=O)(O)(O)OC[C@@H]1[C@H]([C@H]([C@@H](O1)N1C=NC=2C(=O)NC(N)=NC12)F)O 2'-fluoro-2'-deoxyguanosine-5'-monophosphate